calcium monohydrogen phosphate P(=O)(O)([O-])[O-].[Ca+2]